2-(2-(cyclopropylmethyl)-3-(3-fluoro-4-aminosulfonylphenyl)-4-(3-((5-methylthien-2-yl)ethynyl)phenyl)-1H-pyrrole-1-yl)thiazole-4-carboxylic acid C1(CC1)CC=1N(C=C(C1C1=CC(=C(C=C1)S(=O)(=O)N)F)C1=CC(=CC=C1)C#CC=1SC(=CC1)C)C=1SC=C(N1)C(=O)O